CC=1C=C(C=C(C1)C1=NOC(N1)=S)N1C2=C(NC(CC1=O)=O)C1=CC=CC=C1C=C2 5-(3-Methyl-5-(5-thioxo-4,5-dihydro-1,2,4-oxadiazol-3-yl)phenyl)-1,5-dihydro-2H-naphtho[1,2-b][1,4]diazepine-2,4(3H)-dione